(2S,4S)-4-fluoro-1-[2-[4-(5-isoquinolylamino)-1-piperidyl]acetyl]pyrrolidine-2-carbonitrile F[C@H]1C[C@H](N(C1)C(CN1CCC(CC1)NC1=C2C=CN=CC2=CC=C1)=O)C#N